6-[2-[6-(2-hexyldecanoyloxy)hexoxy]-3-[2-[2-[2-(2-hydroxyethoxy)ethoxy]ethoxy]ethoxy]propoxy]hexyl 2-hexyldecanoate C(CCCCC)C(C(=O)OCCCCCCOCC(COCCOCCOCCOCCO)OCCCCCCOC(C(CCCCCCCC)CCCCCC)=O)CCCCCCCC